3-(trifluoromethyl)-1,7-naphthyridine-6-carboxamide FC(C=1C=NC2=CN=C(C=C2C1)C(=O)N)(F)F